Dinaphtho[2,1-d:1',2'-f]Phosphoxepin-3-oxide C1=CC=2C(=C3C(=COP2=O)C=CC2=CC=CC=C23)C=2C=CC=CC12